BrC1=CC=C(C=C1)C1N(CCC(C1)(F)F)C(=O)OC(C)(C)C tert-butyl 2-(4-bromophenyl)-4,4-difluoropiperidine-1-carboxylate